5-fluoro-N6-methyl-N6-[(4-pyrazol-1-ylphenyl)methyl]-N4-[[4-(1H-tetrazol-5-yl)phenyl]methyl]pyrimidine-4,6-diamine FC=1C(=NC=NC1N(CC1=CC=C(C=C1)N1N=CC=C1)C)NCC1=CC=C(C=C1)C1=NN=NN1